6-1-isopropyl-4-methylbenzene C(C)(C)C1=CC(=CC=C1)C